2-[4-(Butane-1-sulfonyl)-phenyl]-2-(4-cyano-phenoxy)-N-(5,6-dimethoxy-benzothiazol-2-yl)-acetamide C(CCC)S(=O)(=O)C1=CC=C(C=C1)C(C(=O)NC=1SC2=C(N1)C=C(C(=C2)OC)OC)OC2=CC=C(C=C2)C#N